3-dimethylamino-fluorenyl-dimethyl-cyclopentadienyl-zirconium dichloride [Cl-].[Cl-].CN(C=1C=C(C=2CC3=CC=CC=C3C2C1)[Zr](C1C=CC=C1)(C)C)C